ClC=1C(=C(C(=C(C1)C(C)(C)O)OCC)C1CCOCC1)F 2-(5-chloro-2-ethoxy-4-fluoro-3-(tetrahydro-2H-pyran-4-yl)phenyl)propan-2-ol